2,4-dithiadiphosphetane-2,4-disulfide P1S(PS1=S)=S